4-methyloxetane-2-carboxylate CC1CC(O1)C(=O)[O-]